(1R)-1-phenylethane-1-amine C1(=CC=CC=C1)[C@@H](C)N